ClC=1C=C(SC1Cl)C(=O)NC(C(=O)OCC)\C=C\C(C)(C)C ethyl (E)-2-(4,5-dichloro-2-thienylcarbonylamino)-5,5-dimethyl-3-hexenoate